(R)-3-(4-bromophenoxy)-2-hydroxypropionic acid tert-butyl ester C(C)(C)(C)OC([C@@H](COC1=CC=C(C=C1)Br)O)=O